C(C)(=O)NC=1C=C(C=NC1)[C@H]1N(OCC1)C(=O)C1CCN(CC1)C1=NC=CC(=N1)C(=O)N 2-[4-[(3S)-3-(5-Acetamido-3-pyridyl)isoxazolidine-2-carbonyl]-1-piperidyl]pyrimidine-4-carboxamide